CC1=C(C=C(C(=O)NC=2N=C3N(C2)C(CC3)C(F)(F)F)C=C1)C#CC=1C=NC=CC1 4-methyl-3-[2-(3-pyridinyl)ethynyl]-N-[5-(trifluoromethyl)-6,7-dihydro-5H-pyrrolo[1,2-a]imidazol-2-yl]benzamide